C(C)C1=C(NC(=C(C1\C=C\C1=CC=CC=C1)CC)C1=CC=CC=C1)C 3,5-diethyl-2-methyl-6-phenyl-4-[(E)-2-phenylethenyl]-1,4-dihydropyridine